ClC1=CC=C(CN2C(=CC=3N(C(N(C(C32)=O)CCCO)=O)C)C#CC(C)(C)C)C=C1 (4-chlorobenzyl)-6-(3,3-dimethylbut-1-yn-1-yl)-3-(3-hydroxypropyl)-1-methyl-1,5-dihydro-2H-pyrrolo[3,2-d]pyrimidine-2,4(3H)-dione